3-benzyl-3-azabicyclo[3.1.0]hexane-2,4-dione C(C1=CC=CC=C1)N1C(C2CC2C1=O)=O